N-(trans-4-(2-((R)-4-(2,3-dichloro-5-methylphenyl)-3-methylpiperazin-1-yl)ethyl)cyclohexyl)oxazole-2-carboxamide ClC1=C(C=C(C=C1Cl)C)N1[C@@H](CN(CC1)CC[C@@H]1CC[C@H](CC1)NC(=O)C=1OC=CN1)C